NC[C@@H](F)C=1C=CC(=NC1)C1=C(C=C(C#N)C=C1)OC1=CC(=NC(=C1)N1CCOCC1)C 4-[5-[(1S)-2-amino-1-fluoroethyl]pyridin-2-yl]-3-(2-methyl-6-morpholin-4-ylpyridin-4-yl)oxybenzonitrile